2-hydroxy-5-(3,5,7-trihydroxy-4-oxo-4H-chromen-2-yl)phenolate OC1=C(C=C(C=C1)C=1OC2=CC(=CC(=C2C(C1O)=O)O)O)[O-]